C(#N)[C@H]1N(CSC1)C(CNC(=O)C1=CC=NC2=CC=C(C=C12)N1CC2(CCS2)C1)=O (R)-N-(2-(4-cyanothiazolidin-3-yl)-2-oxoethyl)-6-(1-thia-6-azaspiro[3.3]heptane-6-yl)quinoline-4-carboxamide